OC(=O)C12C3C=CC(C2CC=C1)C3 2-hydroxycarbonyltricyclo[5.2.1.02,6]Deca-3,8-diene